4,4'-Bis(2-trifluoromethyl-4-aminophenoxy)-3,3',5,5'-tetramethylbiphenyl FC(C1=C(OC2=C(C=C(C=C2C)C2=CC(=C(C(=C2)C)OC2=C(C=C(C=C2)N)C(F)(F)F)C)C)C=CC(=C1)N)(F)F